BrC=1C=C(C=NC1)NC(N(C1CC2(CN(C2)C(=O)C2=C3N(N=C2)C=CN3C)C1)C)=O 3-(5-bromopyridin-3-yl)-1-methyl-1-(2-(1-methyl-1H-imidazo[1,2-b]pyrazole-7-carbonyl)-2-azaspiro[3.3]heptan-6-yl)urea